6-[(2S)-2-[(2,6-dimethyl-4-pyridyl)methyl]pyrrolidin-1-yl]-4-morpholino-1H-pyridin-2-one CC1=NC(=CC(=C1)C[C@H]1N(CCC1)C1=CC(=CC(N1)=O)N1CCOCC1)C